2-BROMO-5-FLUORO-THIAZOLE BrC=1SC(=CN1)F